(5aS,6aR)-4-(5-methyl-1H-indazol-4-yl)-2-(2-(2-propenoyl)-2,6-diazaspiro[3.4]octan-6-yl)-5,5a,6,6a-tetrahydrocyclopropa[4,5]cyclopenta[1,2-b]pyridine-3-carbonitrile CC=1C(=C2C=NNC2=CC1)C1=C2C(=NC(=C1C#N)N1CC3(CN(C3)C(C=C)=O)CC1)[C@H]1[C@H](C2)C1